7-bromo-N-[(4-fluoro-1H-benzimidazol-2-yl)methyl]-2-(4-methylpiperazin-1-yl)imidazo[2,1-f][1,2,4]triazin-4-amine BrC1=CN=C2C(=NC(=NN21)N2CCN(CC2)C)NCC2=NC1=C(N2)C=CC=C1F